2-[tert-butoxycarbonyl(methyl)amino]propanoate C(C)(C)(C)OC(=O)N(C(C(=O)[O-])C)C